C(C)OC(=O)C=1N=NN(C1)C=1C=NC(=C(C1)F)C1CNCC1 1-[5-fluoro-6-(pyrrolidin-3-yl)pyridin-3-yl]-1,2,3-triazole-4-carboxylic acid ethyl ester